C(=O)C1CC(N(C1)C(=O)OC(C)(C)C)C tert-butyl 4-formyl-2-methylpyrrolidine-1-carboxylate